C(C)N(CC(=O)NC)C=1OC(=CC1)C=O 2-[ETHYL(5-FORMYLFURAN-2-YL)AMINO]-N-METHYLACETAMIDE